nickel-cobalt-indium [In].[Co].[Ni]